(+)-5-(5-Fluoro-2-methoxypyridin-3-yl)-7-{1-[1-(2-fluorophenyl)-1H-1,2,3-triazol-4-yl]propyl}-7H-pyrrolo[2,3-d]pyrimidin-4-amine FC=1C=C(C(=NC1)OC)C1=CN(C=2N=CN=C(C21)N)C(CC)C=2N=NN(C2)C2=C(C=CC=C2)F